CN1C2=NC(=NC(=C2N=C1C1=CC=NC=C1)N1CCOCC1)N1N=C(C=C1)C1CNCCC1 4-(9-methyl-2-(3-(piperidin-3-yl)-1H-pyrazol-1-yl)-8-(pyridin-4-yl)-9H-purin-6-yl)morpholine